O[C@@H]1CNCC[C@H]1CNC1=NC=CC(=N1)C1=NC=2N(C=C1)N=CC2C2CCC2 trans-5-[2-(3-hydroxypiperidin-4-yl)methylamino-pyrimidin-4-yl]-3-cyclobutyl-pyrazolo[1,5-a]pyrimidine